N-(3-hydroxy-5-(tetrahydro-2H-pyran-4-yl)phenyl)-5-((3-(1-methyl-1H-1,2,4-triazol-3-yl)phenyl)amino)pyrazolo[1,5-a]pyrimidine-3-carboxamide OC=1C=C(C=C(C1)C1CCOCC1)NC(=O)C=1C=NN2C1N=C(C=C2)NC2=CC(=CC=C2)C2=NN(C=N2)C